(R)-4-amino-2-methylpyrazolidin-3-one N[C@H]1C(N(NC1)C)=O